3-methyl-4-(trifluoromethyl)aniline CC=1C=C(N)C=CC1C(F)(F)F